NC=1N=C(SC1C(=O)C=1C=NC(=CC1)C(F)(F)F)N(C1=CC=C(C=C1)F)C(C(=O)N)C (N-[4-Amino-5-[6-(trifluoromethyl)pyridin-3-carbonyl]thiazol-2-yl]-4-fluoroanilino)propanamid